N-(4-isopropoxy-6-phenyl-1,3,5-triazin-2-yl)benzenesulfonamide C(C)(C)OC1=NC(=NC(=N1)C1=CC=CC=C1)NS(=O)(=O)C1=CC=CC=C1